N-(4-amino-1-((2-(trimethylsilyl)ethoxy)methyl)-1H-pyrazolo[4,3-c]pyridin-7-yl)-2-((2R,5S)-5-methyl-2-(3-(4-methylpiperazin-1-yl)phenyl)piperidin-1-yl)-2-oxoacetamide NC1=NC=C(C2=C1C=NN2COCC[Si](C)(C)C)NC(C(=O)N2[C@H](CC[C@@H](C2)C)C2=CC(=CC=C2)N2CCN(CC2)C)=O